FC(C(CC(=O)O)(C)O)(F)F 4,4,4-trifluoro-3-hydroxy-3-methyl-butanoic acid